OCCN(C(OC(C)(C)C)=O)C1CCNCC1 Tert-butyl (2-hydroxyethyl)(piperidin-4-yl)carbamate